ClC1=CC(=C(CN2CCCC23CCN(CC3)C(=O)OC(C(F)(F)F)C(F)(F)F)C=C1)N1CCC(CC1)NS(=O)(=O)C 1,1,1,3,3,3-Hexafluoropropan-2-yl 1-(4-chloro-2-(4-(methylsulfonylamino) piperidin-1-yl) benzyl)-1,8-diazaspiro[4.5]decane-8-carboxylate